tert.-Butyl-5-{[2-(4-isopropylphenyl)imidazo-[1,2-a]pyridin-3-yl]methyl}-2,5-diazabicyclo-[2.2.2]octan-2-carboxylat C(C)(C)(C)OC(=O)N1C2CN(C(C1)CC2)CC2=C(N=C1N2C=CC=C1)C1=CC=C(C=C1)C(C)C